3-(1-hydroxy-1-methylethyl)cyclohexylacetic acid OC(C)(C)C1CC(CCC1)CC(=O)O